NC(C(=O)NC)CC1=CC(=CC=C1)Br Amino-3-(3-bromophenyl)-N-methylpropanamide